2,3,6-tri-O-methyl-1,4,5-tri-O-acetyl-mannitol CO[C@H](COC(C)=O)[C@@H](OC)[C@H](OC(C)=O)[C@H](OC(C)=O)COC